9-Hydroxymethyl-10-methylanthracene OCC=1C2=CC=CC=C2C(=C2C=CC=CC12)C